OCCN[C@@H](CCS)C(=O)O hydroxyethylhomocysteine